7-fluoro-5-((2'-(5-trifluoromethoxy-isoindolin-2-yl)-[2,4'-bipyrimidinyl]-4-yl)ethynyl)-1H-indazole FC=1C=C(C=C2C=NNC12)C#CC1=NC(=NC=C1)C1=NC(=NC=C1)N1CC2=CC=C(C=C2C1)OC(F)(F)F